ClC1=C(C(=O)O[O-])C=CC(=C1)Cl 2,4-dichloroperoxybenzoate